N[C@H](C(=O)O)CC1=CC(=CC=C1)CC(=O)N (S)-2-Amino-3-(3-(2-amino-2-oxoethyl)phenyl)propanoic acid